4-(5-(trifluoromethyl)-1,3,4-oxadiazol-2-yl)pyridine-2(1H)-On FC(C1=NN=C(O1)C1=CC(NC=C1)=O)(F)F